C(CCC)C(CC(=O)OC)CCCCCC methyl 3-butylnonanoate